(5s)-3-(2-(1H-pyrazol-5-yl)-5-(pyrrolidin-1-yl)thieno[3,2-b]pyridin-7-ylamino)-2,2-dimethyl-1-propanol N1N=CC=C1C1=CC2=NC(=CC(=C2S1)NCC(CO)(C)C)N1CCCC1